(R)-7-(4-amino-5-(difluoromethoxy)pyrimidin-2-yl)-3-(5-(difluoromethoxy)-4-((6-oxo-5-(trifluoromethyl)-1,6-dihydropyridazin-4-yl)amino)pentyl)-6-fluoroquinazolin-4(3H)-one NC1=NC(=NC=C1OC(F)F)C1=C(C=C2C(N(C=NC2=C1)CCC[C@H](COC(F)F)NC=1C=NNC(C1C(F)(F)F)=O)=O)F